F[C@@H]1[C@@H](C1)NC1=NC(=NC=2N1N=CC2C#N)SC 4-(((1R,2S)-2-fluorocyclopropyl)amino)-2-(methylthio)pyrazolo[1,5-a][1,3,5]triazine-8-carbonitrile